2-(3,5-dimethoxyphenyl)-4-[[phenylmethylsulfonyl]oxy]-5-amino-3(2H)-furanone COC=1C=C(C=C(C1)OC)C1OC(=C(C1=O)OS(=O)(=O)CC1=CC=CC=C1)N